6-isopropoxy-2-(1-(methoxymethyl)-2-oxabicyclo[2.1.1]hex-4-yl)-2H-pyrazolo[3,4-b]pyridine C(C)(C)OC=1C=CC=2C(N1)=NN(C2)C21COC(C2)(C1)COC